ClC=1C=C2C=CNC2=CC1Cl 5,6-Dichloro-1H-indole